C1(CCCC1)NC1=CC=C(C=C1)C1C(CC2C(N1C(C1=C(C=CC=C1C)F)=O)CCC2)C(=O)NC2=CC=C1C=NN(C1=C2)C2COC2 cis-2-(4-(cyclopentylamino)phenyl)-1-(2-fluoro-6-methylbenzoyl)-N-(1-(oxetan-3-yl)-1H-indazol-6-yl)octahydro-1H-cyclopenta[b]pyridine-3-carboxamide